1-(thiazol-5-ylmethyl)-1H-benzo[d]imidazole-6-carboxylic acid methyl ester COC(=O)C=1C=CC2=C(N(C=N2)CC2=CN=CS2)C1